C(C1=CC=CC=C1)OC(NC=1C(=NC(=CC1)\C=C\CC1=CC=CC=C1)NC(=O)OCC1=CC=CC=C1)=O N-[2-(benzyloxycarbonylamino)-6-[(E)-3-phenylprop-1-enyl]-3-pyridinyl]carbamic acid benzyl ester